2-(2-chlorophenyl)-N-(1-isopropoxy-5-sulfamoylisoquinolin-7-yl)acetamide ClC1=C(C=CC=C1)CC(=O)NC1=CC(=C2C=CN=C(C2=C1)OC(C)C)S(N)(=O)=O